(S)-2-((7-methyl-2-(2,3,6-trifluoro-4-(methylcarbamoyl)phenyl)imidazo[1,2-a]pyridin-3-yl)methyl)morpholine-4-carboxylic acid methyl ester COC(=O)N1C[C@@H](OCC1)CC1=C(N=C2N1C=CC(=C2)C)C2=C(C(=C(C=C2F)C(NC)=O)F)F